N1=NN=C(C=C1)CC(=O)N triazineacetamide